BrC=1C=C(C[C@]2(C[C@H](CC2)NS(=O)(=O)C)C2=NC(=NO2)C(=O)OCC)C=CC1F ethyl 5-((1R,3S)-1-(3-bromo-4-fluorobenzyl)-3-(methylsulfonamido)cyclopentyl)-1,2,4-oxadiazole-3-carboxylate